COCC1=CC2=C(N=C(N=C2)NC2=NC=C(C=C2)N2CCNCC2)C(=N1)N1CCOCC1 6-(methoxymethyl)-8-morpholin-4-yl-N-(5-piperazin-1-ylpyridin-2-yl)pyrido[3,4-d]pyrimidin-2-amine